(E)-4-(4-(4-chlorobut-2-en-1-yl)piperazin-1-yl)-2-(2,6-dioxopiperidin-3-yl)isoindoline-1,3-dione ClC/C=C/CN1CCN(CC1)C1=C2C(N(C(C2=CC=C1)=O)C1C(NC(CC1)=O)=O)=O